benzodioxin-5-ylmethanolate hydride [H-].O1C=COC2=C1C=CC=C2C[O-]